BrC1=NN(C(=N1)N1C(C(CC(C1)O[Si](C1=CC=CC=C1)(C1=CC=CC=C1)C(C)(C)C)CC1=CC(=C(C(=C1)F)F)F)=O)CC1=CC=C(C=C1)OC 1-(3-bromo-1-(4-methoxybenzyl)-1H-1,2,4-triazol-5-yl)-5-((tert-butyldiphenylsilyl)oxy)-3-(3,4,5-trifluorobenzyl)piperidin-2-one